ethyl 7-chloro-1-[[2-(trimethylsilyl)ethoxy]methyl]pyrrolo[2,3-c]pyridine-2-carboxylate ClC=1N=CC=C2C1N(C(=C2)C(=O)OCC)COCC[Si](C)(C)C